Cl.C1(NCCCC12CCNCC2)=O 2,9-diazaspiro[5.5]undecane-1-one hydrochloride